2-(bis(3-chloro-4,5-difluorophenyl)methyl)-4-iodo-5-methyl-1-((2-(trimethylsilyl)ethoxy)methyl)-1H-imidazole ClC=1C=C(C=C(C1F)F)C(C=1N(C(=C(N1)I)C)COCC[Si](C)(C)C)C1=CC(=C(C(=C1)F)F)Cl